1-(3-(2-cyclopropyl-4-iodo-1H-imidazol-1-yl)bicyclo[1.1.1]pentan-1-yl)-4-(methylsulfonyl)piperazine C1(CC1)C=1N(C=C(N1)I)C12CC(C1)(C2)N2CCN(CC2)S(=O)(=O)C